tert-butyl N-[(1S)-1-{4-[4-amino-1-(2H3)methyl-1H-pyrazol-5-yl]pyridin-2-yl}but-3-en-1-yl]carbamate NC=1C=NN(C1C1=CC(=NC=C1)[C@H](CC=C)NC(OC(C)(C)C)=O)C([2H])([2H])[2H]